6-ethynylspiro[3.3]heptane-2-one C(#C)C1CC2(CC(C2)=O)C1